[Na+].[Na+].C(S(=O)(=O)[O-])S(=O)(=O)[O-] methanedisulfonate disodium salt